racemic-1-methoxy-3-((8-(4-(trifluoromethyl)phenyl)-1,6-naphthyridin-5-yl)amino)propan-2-ol COC[C@@H](CNC1=C2C=CC=NC2=C(C=N1)C1=CC=C(C=C1)C(F)(F)F)O |r|